N1-(2-methylpyridin-3-yl)benzene-1,2-diamine CC1=NC=CC=C1NC=1C(=CC=CC1)N